FC=1C(=C2C=3N([C@@H](CO2)C)C=C(C(C3C1)=O)C(=O)O)N1CCN(CC1)C |r| (+/-)-9-fluoro-2,3-dihydro-3-methyl-10-(4-methyl-1-piperazinyl)-7-oxo-7H-pyrido[1,2,3-de]-[1,4]benzoxazine-6-carboxylic acid